2-(cyclobutoxy)-1-(1H-pyrazolo[3,4-b]pyridin-5-yl)ethanol C1(CCC1)OCC(O)C=1C=C2C(=NC1)NN=C2